ClC=1C=CC(=C(C1)N1CC(N(CC1=O)C(C(=O)NC1CCCCC1)CC1=CC=CC=C1)=O)N1N=NN=C1 2-(4-(5-chloro-2-(1H-tetrazol-1-yl)phenyl)-2,5-dioxopiperazin-1-yl)-N-cyclohexyl-3-phenylpropanamide